C(C)N1N=CC(=C1)C1=C(C(=O)O)C=CC=C1F 2-(1-ethyl-1H-pyrazol-4-yl)-3-fluorobenzoic acid